NCC1CP(CC1)(O)=O 3-(aminomethyl)-1-oxo-1-hydroxy-phospholane